7-Bromo-3-methoxyquinolin-2-amine BrC1=CC=C2C=C(C(=NC2=C1)N)OC